C1(CCCCCC1)[C@H](NC(=O)C1=CC=NN1CC)C=1N=C2N(N=C(C=C2)C[C@@H]2C(NC[C@@H](C2)C(F)(F)F)=O)C1 N-((S)-cycloheptyl(6-(((3R,5R)-2-oxo-5-(trifluoromethyl)piperidin-3-yl)methyl)imidazo[1,2-b]pyridazin-2-yl)methyl)-1-ethyl-1H-pyrazole-5-carboxamide